2-Amino-N-((1,8-dichloro-5-(2-methyl-1,1-dioxidothiomorpholino)imidazo[1,5-a]pyridin-6-yl)methyl)pyrazolo[1,5-a]pyrimidine-3-carboxamide trifluoroacetate salt FC(C(=O)O)(F)F.NC1=NN2C(N=CC=C2)=C1C(=O)NCC=1C=C(C=2N(C1N1CC(S(CC1)(=O)=O)C)C=NC2Cl)Cl